3-[4-[4-[1-[[2-chloro-6-methoxy-4-(1,4,5-trimethyl-6-oxo-3-pyridinyl)phenyl]methyl]-3,3-difluoro-4-piperidinyl]-1-piperidinyl]-3-fluoro-anilino]piperidine-2,6-dione ClC1=C(C(=CC(=C1)C1=CN(C(C(=C1C)C)=O)C)OC)CN1CC(C(CC1)C1CCN(CC1)C1=C(C=C(NC2C(NC(CC2)=O)=O)C=C1)F)(F)F